(S)-1-[2-(Benzo[d]isoxazol-3-yl)-6-bromophenyl]-2-(pyridine-2-yl)ethan-1-amine O1N=C(C2=C1C=CC=C2)C2=C(C(=CC=C2)Br)[C@H](CC2=NC=CC=C2)N